IC=1C=NN(C1)C1CCC(CC1)(O)C trans-4-(4-iodo-1H-pyrazol-1-yl)-1-methylcyclohexan-1-ol